ClC=1C=C(C=CC1C)CC(=N)NO 2-(3-chloro-4-methylphenyl)-N-hydroxyacetamidine